C(=O)O.NC1=CN=NC2=CC(=CC=C12)C1=CC(=CC=2CC(OC21)(C)C)B(O)O [7-(4-AMINOCINNOLIN-7-YL)-2,2-DIMETHYL-2,3-DIHYDRO-1-BENZOFURAN-5-YL]BORONIC ACID FORMIC ACID SALT